N-(3,5-difluorobenzyl)-1-(4-(dimethylphosphoryl)phenyl)-3-hydroxy-2-oxopyrrolidine-3-carboxamide FC=1C=C(CNC(=O)C2(C(N(CC2)C2=CC=C(C=C2)P(=O)(C)C)=O)O)C=C(C1)F